6-methyl-5-(2-(1-methyl-1H-indazol-4-yl)pyrazolo[5,1-b]thiazole-7-carboxamido)nicotinic acid CC1=NC=C(C(=O)O)C=C1NC(=O)C=1C=NN2C1SC(=C2)C2=C1C=NN(C1=CC=C2)C